(S)-2-amino-4-oxo-4-(((3R,5aS,6R,8aS,9R,10S,12R,12aR)-3,6,9-trimethyldecahydro-12H-3,12-epoxy[1,2]dioxepino[4,3-i]isochromen-10-yl)oxy)butanoic acid N[C@H](C(=O)O)CC(O[C@@H]1O[C@H]2[C@@]34[C@H]([C@@H](CC[C@H]3[C@H]1C)C)CC[C@@](OO4)(O2)C)=O